C(CCCCCCC)(=O)C(C(O)(C(CCCCCCC)=O)C(CCCCCCC)=O)(O)CO tricaprylyl-glycerin